C(C)(C)(C)OC(=O)N1[C@H]2COC[C@@H]1CC(C2)NC(=O)C2=C(OC1=C2C=C(C=C1)OCC1=CC=CC=C1)C (1R,5S,7r)-7-(5-(benzyloxy)-2-methylbenzofuran-3-carboxamido)-3-oxa-9-azabicyclo[3.3.1]nonane-9-carboxylic acid tert-butyl ester